CC([O-])C.CC([O-])C.CC([O-])C.CC([O-])C.[Zr+4] zirconium tetra(monomethyl-ethoxide)